bis-(3,5-di-tert-butyl-4-hydroxyphenyl)adipate C(C)(C)(C)C=1C=C(C=C(C1O)C(C)(C)C)OC(CCCCC(=O)OC1=CC(=C(C(=C1)C(C)(C)C)O)C(C)(C)C)=O